COC1=CC(=CC2=C1OCO2)N 7-methoxy-1,3-benzodioxol-5-amine